2-[5-(Ethylsulfanyl)-1-methyl-1H-imidazol-4-yl]-6,6,7,7-tetrafluoro-1-methyl-6,7-dihydro-1H-[1,4]dioxino[2,3-f]benzimidazol C(C)SC1=C(N=CN1C)C1=NC2=C(N1C)C=C1C(=C2)OC(C(O1)(F)F)(F)F